4-[4-chloro-3-(trifluoromethoxy)phenyl]piperidine ClC1=C(C=C(C=C1)C1CCNCC1)OC(F)(F)F